3-(Benzo[d]oxazol-2-yl)aniline O1C(=NC2=C1C=CC=C2)C=2C=C(N)C=CC2